4-[1-[(1S)-1-[(2S,4R)-4-hydroxy-2-(methylcarbamoyl)pyrrolidine-1-carbonyl]-2,2-dimethyl-propyl]triazol-4-yl]benzoic acid O[C@@H]1C[C@H](N(C1)C(=O)[C@H](C(C)(C)C)N1N=NC(=C1)C1=CC=C(C(=O)O)C=C1)C(NC)=O